methacryloyloxyethyldimethylammonium chlorid [Cl-].C(C(=C)C)(=O)OCC[NH+](C)C